C[C@H]1[C@H]2C([C@@H](C[C@@H]1C1=C(C=CC(=C1)C)S(=O)(=O)O)C2)(C)C.S(=O)(=O)(O)C2=CC=C(C)C=C2 tosylate [(1S,2S,3S,5R)-2,6,6-trimethylbicyclo[3.1.1]heptan-3-yl 4-methylbenzenesulfonate]